OC(=O)C(F)(F)F.O1CC(CCC1)C1N(OCC1)C(=O)C1CCN(CC1)C1=CC(=NC=N1)C(=O)N 6-[4-[3-Tetrahydropyran-3-ylisoxazolidine-2-carbonyl]-1-piperidyl]pyrimidine-4-carboxamide TFA salt